1,16-dimercapto-hexadecane SCCCCCCCCCCCCCCCCS